C(C)(=O)O[C@@H](C(=O)NC1=CC(=C(C=C1)C(N)=O)F)CC (R)-1-((4-carbamoyl-3-fluorophenyl) amino)-1-oxobutan-2-yl acetate